[Na+].O(P1(OC(C)OP(O1)(=O)[O-])=O)O hydroxy ethylidene diphosphate sodium salt